C1(CC1)OCCC(CC)N 5-cyclopropyloxy-pentan-3-amine